O=C1N(N=C(C=C1C(=O)OCC)C=1C=NC(=CC1)C(F)(F)F)C=1C=NSC1 Ethyl 3-oxo-2-(1,2-thiazol-4-yl)-6-[6-(trifluoromethyl) pyridin-3-yl]-2,3-dihydropyridazine-4-carboxylate